ClC=1N=C(C2=C(N1)N(C=C2)S(=O)(=O)C2=CC=C(C)C=C2)N2[C@@H](CCC2)C(=O)N (S)-1-(2-chloro-7-tosyl-7H-pyrrolo[2,3-D]pyrimidin-4-yl)pyrrolidine-2-carboxamide